CN(C)\C=C(\C(=O)OC)/C(C)=O Methyl (2E)-2-[(dimethylamino)methylidene]-3-oxobutanoate